BrN1CC=NC2=C3C(=CC=C12)C(=CC=C3)Br 4,7-dibromobenzoquinoxaline